(2s,3s,4r,5r)-5-(6-(((1H-imidazol-4-yl)methyl)amino)-2-(5-chloropyridin-3-yl)-9H-purin-9-yl)-3,4-dihydroxy-N-(methyl-d3)-tetrahydrofuran-2-carboxamide N1C=NC(=C1)CNC1=C2N=CN(C2=NC(=N1)C=1C=NC=C(C1)Cl)[C@H]1[C@@H]([C@@H]([C@H](O1)C(=O)NC([2H])([2H])[2H])O)O